BrC1=CC=CC2=C1N(C(N2)=O)C 7-bromo-1-methyl-1,3-dihydro-2H-benzo[d]Imidazol-2-one